C(C)C1=CC=C(CO)C=C1 4-ethylbenzyl alcohol